BrC1=C2C=NN(C2=CC(=C1CCOCC(=O)OCC)Cl)C1OCCCC1 ethyl 2-(2-(4-bromo-6-chloro-1-(tetrahydro-2H-pyran-2-yl)-1H-indazol-5-yl)ethoxy)acetate